ClC1=CN=C2N1C=C(C=N2)C=2C=CN1N=C(N=CC12)NCC1CC1 5-(3-Chloroimidazo[1,2-a]pyrimidin-6-yl)-N-(cyclopropylmethyl)pyrrolo[2,1-f][1,2,4]triazin-2-amine